Cl.C(C)N ethylamine-HCl